5-bromo-1-methyl-1H-1,3-benzodiazole-2-amine BrC1=CC2=C(N(C(=N2)N)C)C=C1